OC=1C=C(OCC(=O)O)C=C(C1C(C=CC1=CC=CC=C1)=O)O.ClC[Si](Cl)(Cl)C chloromethyl-(methyl)dichlorosilane 2-[3,5-Dihydroxy-4-(3-phenylprop-2-enoyl)phenoxy]acetate